(4-(7-(sec-butoxy)-8-fluoro-1,3,4,5-tetrahydro-2H-benzo[c]azepin-2-yl)-2,6-dimethylphenyl)-3,3-dimethylbutanamide C(C)(CC)OC1=CC2=C(CN(CCC2)C2=CC(=C(C(=C2)C)C(C(=O)N)C(C)(C)C)C)C=C1F